chlorotrioctyl-tin Cl[Sn](CCCCCCCC)(CCCCCCCC)CCCCCCCC